SCCC(=O)O.SCCC(=O)O.C(CCC)(S)S butanedithiol bis(3-mercaptopropionate)